C[C@@H]1CN(C[C@@H](N1)C)C1=CC=CC(=N1)CNC=1C2=C(N=CN1)NC=C2C=2C=NC(=CC2)F N-((6-((3R,5S)-3,5-dimethylpiperazin-1-yl)pyridin-2-yl)methyl)-5-(6-fluoropyridin-3-yl)-7H-pyrrolo[2,3-d]pyrimidin-4-amine